rac-2,2-difluoroethyl (R)-(4-cyclobutyl-3-(2,2-difluorocyclopropyl)-1-methyl-1H-pyrazol-5-yl)carbamate C1(CCC1)C=1C(=NN(C1NC(OCC(F)F)=O)C)[C@@H]1C(C1)(F)F |r|